cyclopropyl-L-glycine C1(CC1)NCC(=O)O